N-(3',4'-difluoro-4-fluorobiphenyl-2-yl)-1-methyl-pyrazole-4-carboxamide FC=1C=C(C=CC1F)C1=C(C=C(C=C1)F)NC(=O)C=1C=NN(C1)C